5-((Cyclobutylamino)methyl)-3-fluoro-N'-((1,2,3,5,6,7-hexahydro-s-indacen-4-yl)carbamoyl)thiophene-2-sulfonimidamide C1(CCC1)NCC1=CC(=C(S1)S(=O)(N)=NC(NC1=C2CCCC2=CC=2CCCC12)=O)F